2-(2-((5-(3-(aminomethyl)phenyl)-7-(((tert-butoxycarbonyl)(2,2,2-trifluoroethyl)amino)methyl)benzofuran-3-yl)methoxy)phenyl)acetic acid NCC=1C=C(C=CC1)C=1C=C(C2=C(C(=CO2)COC2=C(C=CC=C2)CC(=O)O)C1)CN(CC(F)(F)F)C(=O)OC(C)(C)C